4-[2-[(aminoiminomethyl)amino]ethyl]-3-[(2-cyanoethyl)thio]-6-(1-hydroxyethyl)-7-oxo-1-azabicyclo[3.2.0]hept-2-ene-2-carboxylic acid NN=CNCCC1C(=C(N2C(C(C12)C(C)O)=O)C(=O)O)SCCC#N